C1CCN(C(C1)O)O PiperidineDiol